C(C)(C)(C)C1N(CCC(C1)(C)N(C(NCC1=CC=C(C=C1)OC(C)C)=O)CC1=C(C=C(C=C1)F)F)C(=O)OC1C(CCCC1)N1CCOCC1 2-morpholin-4-yl-cyclohexanol Tert-butyl-4-{[(2,4-difluorophenyl)methyl]({[4-(propan-2-yloxy)phenyl]methyl}carbamoyl)amino}-4-methylpiperidine-1-carboxylate